2-chloro-6-fluoro-3-nitrobenzoic acid ClC1=C(C(=O)O)C(=CC=C1[N+](=O)[O-])F